5-(6-methylpyridin-2-yl)pyrazolo[1,5-a]pyrimidin-7-amine CC1=CC=CC(=N1)C1=NC=2N(C(=C1)N)N=CC2